CC=1N=C(SC1)N1C(NCCC1)=O 1-(4-methylthiazol-2-yl)tetrahydropyrimidin-2(1H)-one